FC1=CC=C(C=C1)C(N1C[C@@H](N(C[C@H]1CO)C1=CC(N(C=2C=CC(=NC12)C#N)C)=O)C)C1=CC=C(C=C1)F 8-((2S,5S)-4-(bis(4-fluorophenyl)methyl)-5-(hydroxymethyl)-2-methylpiperazin-1-yl)-5-methyl-6-oxo-5,6-dihydro-1,5-naphthyridine-2-carbonitrile